7-cyclobutoxy-N-(1-((1R,2S)-2-fluorocyclopropyl)-2-oxo-1,2-dihydropyridin-3-yl)-2-(1-methyl-2-oxabicyclo[2.1.1]hexan-4-yl)imidazo[1,2-a]pyrimidine-6-carboxamide C1(CCC1)OC1=NC=2N(C=C1C(=O)NC=1C(N(C=CC1)[C@H]1[C@H](C1)F)=O)C=C(N2)C21COC(C2)(C1)C